7,9-dibromo-1H-pyrido[1,2-a]Pyrimidine-2,8-dione BrC=1C(C(=C2N(C=CC(N2)=O)C1)Br)=O